N-(4-(5-(difluoromethyl)-1,3,4-oxadiazol-2-yl)-2-fluorobenzyl)-N-phenyltetrahydro-2H-thiopyran-4-carboxamide FC(C1=NN=C(O1)C1=CC(=C(CN(C(=O)C2CCSCC2)C2=CC=CC=C2)C=C1)F)F